(E)-5-fluoro-2-(2-(3-iodoprop-2-yn-1-ylidene)hydrazino)-4-methylpyrimidine FC=1C(=NC(=NC1)N/N=C/C#CI)C